N-[(1S)-2-[4-(3,5-dimethyl-1H-pyrazol-4-yl)anilino]-1-[(4-hydroxyphenyl)methyl]-2-oxo-ethyl]-2-methyl-pyrazole-3-carboxamide CC1=NNC(=C1C1=CC=C(NC([C@H](CC2=CC=C(C=C2)O)NC(=O)C=2N(N=CC2)C)=O)C=C1)C